C1(=CC=CC=C1)S(=O)(=O)N1C(C=CC1=O)=O N-(phenylsulfonyl)maleimide